C(C)(=O)C=1C=C(C=CC1)NC(=O)CC(=O)O 2-[(3-ACETYLPHENYL)CARBAMOYL]ACETIC ACID